2-(3,5-dimethylphenyl)isonicotinaldehyde CC=1C=C(C=C(C1)C)C=1C=C(C=O)C=CN1